O=C1NC(CCC1C1=NN(C2=C(C=CC=C12)OCC(=O)N1CCN(CC1)C(=O)C=1C=C(NC1)C(=O)OCC)C)=O ethyl 4-(4-(2-((3-(2,6-dioxopiperidin-3-yl)-1-methyl-1H-indazol-7-yl)oxy)acetyl)-piperazine-1-carbonyl)-1H-pyrrole-2-carboxylate